C(C)(=O)O.CNCCCCCC=O 6-methylamino-hexan-1-one acetate